4-(2-chloro-4-fluorophenyl)-7-isopropoxyquinolin-2(1H)-one ClC1=C(C=CC(=C1)F)C1=CC(NC2=CC(=CC=C12)OC(C)C)=O